O=C1NC(CCC1N1C(C2=CC=CC(=C2C1)N(C1CCC(CC1)NC(OC(C)(C)C)=O)CCC1=CC=CC=C1)=O)=O tert-butyl ((1r,4r)-4-((2-(2,6-dioxopiperidin-3-yl)-1-oxoisoindolin-4-yl)(phenethyl)amino)cyclohexyl)carbamate